1-bromo-5-nitro-naphthalene BrC1=CC=CC2=C(C=CC=C12)[N+](=O)[O-]